N-[2-(2-{2-[2-({4-[(E)-{[6-(2,5-dioxo-2,5-dihydro-1H-pyrrol-1-yl)hexanamido]imino}methyl]phenyl}formamido)ethoxy]ethoxy}ethoxy)ethyl]-4-oxobutanamide O=C1N(C(C=C1)=O)CCCCCC(=O)N\N=C\C1=CC=C(C=C1)C(=O)NCCOCCOCCOCCNC(CCC=O)=O